COC1=C(C=C(C=C1)[C@@H]1CC[C@H](CC1)CN(C(=O)C12CCC(CC1)(CC2)C(=O)O)C2=CC(=CC=C2)C2=CN=C(S2)OC)C 4-(((trans-4-(4-Methoxy-3-methylphenyl)cyclohexyl)methyl)(3-(2-methoxythiazol-5-yl)phenyl)carbamoyl)bicyclo[2.2.2]octane-1-carboxylic acid